(3S)-1-amino-6-chloro-5-(2,6-difluorophenyl)-3-methyl-7-(trifluoromethyl)-3H-1,4-benzodiazepin-2-one NN1C([C@@H](N=C(C2=C1C=CC(=C2Cl)C(F)(F)F)C2=C(C=CC=C2F)F)C)=O